O1C2=C(NCC1)C=CC=C2SC=2N=CC(=NC2)N2CCC(CC2)(C)CNC(OC(C)(C)C)=O Tert-butyl ((1-(5-((3,4-dihydro-2H-benzo[b][1,4]oxazin-8-yl)thio)pyrazin-2-yl)-4-methylpiperidin-4-yl)methyl)carbamate